5-carbamimidoylthiophen C(N)(=N)C1=CC=CS1